allyl 3-cyclohexylpropionate C1(CCCCC1)CCC(=O)OCC=C